COC(CN[C@@H]1C[C@H]2[C@@H]3CC[C@H]([C@@H](CCCC(C)C)C)[C@]3(CC[C@@H]2[C@]2(CCCC[C@]12O)C)C)C=1N=CNC1 beta-methoxy-5alpha-hydroxy-6beta-[2-(1H-imidazol-4-yl)ethylamino]cholestane